ClC=1C(=NC(=NC1)NC1CCOCC1)C1=CC=C2CN(C(C2=C1)=O)[C@@H](C(=O)N[C@H]([C@H](C)O)C1=CC(=NC=C1)OC)C (2R)-2-(6-{5-chloro-2-[(oxacyclohex-4-yl)amino]pyrimidin-4-yl}-1-oxo-2,3-dihydro-1H-isoindol-2-yl)-N-[(1S,2S)-2-hydroxy-1-(2-methoxypyridin-4-yl)propyl]propionamide